CS(=O)C1=NC=C2N(C(N(C2=N1)C1CCOCC1)=O)CC(F)(F)F (methylsulfinyl)-9-(tetrahydro-2H-pyran-4-yl)-7-(2,2,2-trifluoroethyl)-7,9-dihydro-8H-purin-8-one